4-CHLORO-2-METHOXY-5-METHYLPHENYL ISOCYANIDE ClC1=CC(=C(C=C1C)[N+]#[C-])OC